ClC=1C=C2C(=NC1)NC(=C2)C(=O)O 5-chloro-1H-pyrrolo[2,3-b]pyridine-2-carboxylic acid